C(CCCCCCCCCCCCCCCCCCCCCCC)C(=O)CCCCCCCCCCCCCCCCCCCCCCCC ditetracosyl ketone